4-(7-Bromo-2-chloro-5-fluoroquinazolin-4-yl)-3-(((tert-butyldimethylsilyl)oxy)methyl)piperazine-1-carboxylate BrC1=CC(=C2C(=NC(=NC2=C1)Cl)N1C(CN(CC1)C(=O)[O-])CO[Si](C)(C)C(C)(C)C)F